6-[rac-(3S)-3-methyl-2,3,4,5-tetrahydropyridin-6-yl]-2-tetrahydrofuran-3-yl-indazole C[C@@H]1CN=C(CC1)C=1C=CC2=CN(N=C2C1)C1COCC1 |r|